(E)-3-(2-hydroxyphenyl)-1-(o-tolyl)prop-2-en-1-one OC1=C(C=CC=C1)/C=C/C(=O)C1=C(C=CC=C1)C